FC1=C(C=CC(=C1)F)[C@@H](C(/C=C/[C@H]1[C@@H](C[C@H]2[C@@H]1CCC1=C(O2)C(=C(C=C1)C(=O)OCC)F)O)O)C Ethyl (1R,2R,3aS,10aR)-1-[(1E,4S)-4-(2,4-difluorophenyl)-3-hydroxy-1-penten-1-yl]-5-fluoro-2-hydroxy-2,3,3a,9,10,10a-hexahydro-1H-benzo[b]cyclopenta[f]oxepin-6-carboxylate